C(=O)[C@@H]1[C@@H](C1)C(=O)NC=1C=C2C(=CN1)N(C(=C2)C2=C(C=CC=C2)OC)C cis-2-formyl-N-(2-(2-methoxyphenyl)-1-methyl-1H-pyrrolo[2,3-c]pyridin-5-yl)cyclopropane-1-carboxamide